C(=O)(OCC1=CC=CC=C1)N[C@@H](CC1=CC=C(C=C1)O)C(=O)O N-carbobenzoxy-L-tyrosine